2-benzyloxy-6-tert-butyl-pyridine-3-carboxamide C(C1=CC=CC=C1)OC1=NC(=CC=C1C(=O)N)C(C)(C)C